6-(tert-Butoxy)-2,5-difluoronicotinonitrile C(C)(C)(C)OC1=NC(=C(C#N)C=C1F)F